Tert-butyl (6-(((3-((2-chloro-5-((methyl-d3)carbamoyl)pyridin-4-yl)amino)-5-(1-cyclopropyl-1H-1,2,4-triazol-3-yl)-4-methoxybenzyl)oxy)methyl)-5-fluoropyridin-2-yl)carbamate ClC1=NC=C(C(=C1)NC=1C=C(COCC2=C(C=CC(=N2)NC(OC(C)(C)C)=O)F)C=C(C1OC)C1=NN(C=N1)C1CC1)C(NC([2H])([2H])[2H])=O